CC1=C(NC2=C1C=NC(=C2)NC2CCOCC2)C2=CC(=NC=C2)C 3-methyl-2-(2-methylpyridin-4-yl)-N-(tetrahydro-2H-pyran-4-yl)-1H-pyrrolo[3,2-c]pyridin-6-amine